1,2,3-triazol-4-ylmethylamine N1N=NC(=C1)CN